tert-butyl (5R)-8-carbamoyl-5-methyl-7,8-dihydro-1,6-naphthyridine-6(5H)-carboxylate C(N)(=O)C1CN([C@@H](C=2C=CC=NC12)C)C(=O)OC(C)(C)C